C(CC)OC(C(O)CC(=O)[O-])=O propylmalate